(S)-1-(6-(2,4-dioxo-1,2,3,4-tetrahydropyrimidin-5-yl)imidazo[1,2-b]pyridazin-8-yl)-4,4-difluoropyrrolidin-3-yl (2,4-difluorophenyl)carbamate FC1=C(C=CC(=C1)F)NC(O[C@H]1CN(CC1(F)F)C=1C=2N(N=C(C1)C=1C(NC(NC1)=O)=O)C=CN2)=O